(3R)-N-tert-butyl-1-[6-(7-pyrazol-1-yl-1H-indazol-4-yl)-1,2,4-triazin-3-yl]pyrrolidin-3-amine C(C)(C)(C)N[C@H]1CN(CC1)C=1N=NC(=CN1)C1=C2C=NNC2=C(C=C1)N1N=CC=C1